((2R,5S)-5-(3-chloro-4-fluorophenyl)-2-methylpiperazin-1-yl)(1-(trifluoromethyl)cyclopropyl)methanone ClC=1C=C(C=CC1F)[C@@H]1NC[C@H](N(C1)C(=O)C1(CC1)C(F)(F)F)C